(2R,3S)-3-methoxy-2-methylazetidin CO[C@@H]1[C@H](NC1)C